8-{5-O-[bis(4-methoxyphenyl)(phenyl)methyl]-3-O-[tert-butyl(dimethyl)silyl]-β-D-ribofuranosyl}imidazo[1,2-a]pyrimidin-5(8H)-one COC1=CC=C(C=C1)C(OC[C@@H]1[C@H]([C@H]([C@@H](O1)N1C=2N(C(C=C1)=O)C=CN2)O)O[Si](C)(C)C(C)(C)C)(C2=CC=CC=C2)C2=CC=C(C=C2)OC